3-(trifluoromethyl)cyclobutane-1,1-dicarboxylic acid silver [Ag].FC(C1CC(C1)(C(=O)O)C(=O)O)(F)F